Cl.Cl.FC(COC1CN(CCC1)C1CCNCC1)(F)F 3-(2,2,2-trifluoroethoxy)-1,4'-bipiperidine dihydrochloride